3-[(2r,4r)-4-({[1-(2,2-difluoro-1,3-benzodioxol-5-yl)cyclopropyl]carbonyl}amino)-7-(2-fluoroethoxy)-3,4-dihydro-2H-chromen-2-yl]benzoic acid FC1(OC2=C(O1)C=CC(=C2)C2(CC2)C(=O)N[C@@H]2C[C@@H](OC1=CC(=CC=C21)OCCF)C=2C=C(C(=O)O)C=CC2)F